1-((2S,4S)-4-Hydroxypyrrolidyl-1H-pyrrolo[2,3-b]pyridin-4-yl)-3,4-dihydro-2H-1,4-thiazine-6-carboxamide hydrochloride Cl.O[C@H]1CCN(C1)N1C=CC=2C1=NC=CC2S2CCNC=C2C(=O)N